N-(4-(3,3-Difluoroazetidin-1-yl)phenyl)thiazol-2-amine FC1(CN(C1)C1=CC=C(C=C1)NC=1SC=CN1)F